(1S,2R)-2-(Toluene-4-sulfonyl)-cyclopentanecarboxylic acid ((1R*,3S*)-3-cyano-cyclopentyl)-(3-fluoro-4-methyl-benzyl)-amide C(#N)[C@@H]1C[C@@H](CC1)N(C(=O)[C@H]1[C@@H](CCC1)S(=O)(=O)C1=CC=C(C)C=C1)CC1=CC(=C(C=C1)C)F |o1:2,4|